Z-1,3-dichloropropene Cl\C=C/CCl